4-((1R,3r,5S,6r)-6-(1-isopropyl-3-(2-(trifluoromethyl)pyridin-4-yl)-1H-pyrazol-5-yl)bicyclo[3.1.0]hexane-3-yl)morpholine C(C)(C)N1N=C(C=C1C1[C@H]2CC(C[C@@H]12)N1CCOCC1)C1=CC(=NC=C1)C(F)(F)F